[N+](=O)([O-])C1=C(C=C(C=C1)N1CCN(CC1)C(=O)OC(C)(C)C)C=C tert-butyl 4-(4-nitro-3-vinylphenyl)piperazine-1-carboxylate